CNC(=O)C=1C=C(C=CC1)NC(=O)N1C=[N+](C=C1)[O-] ((3-(methylcarbamoyl)phenyl)carbamoyl)-1H-imidazole 3-oxide